1,6-dimercapto-3-hexanethion SCCC(CCCS)=S